C(C)P(C(CCC)CCC)C(CCC)CCC ethyl-bis-(4-heptyl)phosphine